FC(C(=O)O)(F)F.FC(C(=O)O)(F)F.CC1=C(C(=O)N[C@H](C)C2=CC=CC3=CC=CC=C23)C=C(C=C1)NC1CCN(CC1)C[C@H]1NCCC1 2-methyl-N-((R)-1-(naphthalen-1-yl)ethyl)-5-((1-(((S)-pyrrolidin-2-yl)methyl)piperidin-4-yl)amino)benzamide bis(2,2,2-trifluoroacetate)